4'-(4-carboxyphenyl)-2,2':6',2''-terpyridine C(=O)(O)C1=CC=C(C=C1)C1=CC(=NC(=C1)C1=NC=CC=C1)C1=NC=CC=C1